(1r,3s)-1-methyl-3-[(6-{[6-(2-methylphenyl)-5-(trifluoromethyl)pyridin-2-yl]Sulfamoyl}pyridin-2-yl)amino]Cyclobutane-1-carboxylic acid CC1(CC(C1)NC1=NC(=CC=C1)S(NC1=NC(=C(C=C1)C(F)(F)F)C1=C(C=CC=C1)C)(=O)=O)C(=O)O